OC(C)C1=CC(=CN2C1=NC(=CC2=O)N2CC1=CC=CC=C1C2)C 9-(1-hydroxyethyl)-2-(isoindolin-2-yl)-7-methyl-4H-pyrido[1,2-a]pyrimidin-4-one